tert-Butyl (2S)-2-{[(1S)-1-cyano-2-(4-iodophenyl)ethyl]carbamoyl}-1,4-oxazepane-4-carboxylate C(#N)[C@H](CC1=CC=C(C=C1)I)NC(=O)[C@H]1OCCCN(C1)C(=O)OC(C)(C)C